CCCCC/C=C/CCC(=O)O 4E-decenoic acid